C(=O)(O)C=1C(=C(C(=O)NC=2C(=NC=CC2)C(=O)O)C=C(C1)O)O 3-(3-carboxy-2,5-dihydroxybenzamido)picolinic acid